6-bromo-2-(1-(2-chlorophenyl)-2,5-dimethyl-1H-pyrrol-3-yl)-N-((S)-1-(ethylsulfonyl)pyrrolidine-3-yl)-3H-imidazo[4,5-b]pyridine-7-amine BrC=1C(=C2C(=NC1)NC(=N2)C2=C(N(C(=C2)C)C2=C(C=CC=C2)Cl)C)N[C@@H]2CN(CC2)S(=O)(=O)CC